(R)-1-(2-fluorophenyl)ethanol FC1=C(C=CC=C1)[C@@H](C)O